Bis(hydroxyethyl)bisphenol A OCCC=1C(=C(O)C=CC1C(C)(C)C1=CC=C(C=C1)O)CCO